1-(3,4-dichlorophenyl)-2-(2-imino-3-((1-(2-methoxyphenyl)-1H-1,2,3-triazol-4-yl)methyl)-2,3-dihydro-1H-benzo[d]imidazol-1-yl)ethan-1-ol ClC=1C=C(C=CC1Cl)C(CN1C(N(C2=C1C=CC=C2)CC=2N=NN(C2)C2=C(C=CC=C2)OC)=N)O